5-(2-chloro-5-(isobutyrylaminomethyl)benzoylamino)-1-(2,2-difluoroethyl)-N-(2-fluoro-4-(trifluoromethyl)phenyl)-1H-indole-2-carboxamide ClC1=C(C(=O)NC=2C=C3C=C(N(C3=CC2)CC(F)F)C(=O)NC2=C(C=C(C=C2)C(F)(F)F)F)C=C(C=C1)CNC(C(C)C)=O